ClC=1C=C(C=CC1)C(CCC1=CC=CC=C1)NC(=O)[C@@H]1CNC(C1)=O (3S)-N-(1-(3-chlorophenyl)-3-phenylpropyl)-5-oxopyrrolidine-3-carboxamide